CC=1C(=NON1)C(=O)O methyl-1,2,5-oxadiazole-3-carboxylic acid